C(CCCCCCC)OCC(O)COCCCCCCCC 1,3-dioctyl-glycerol